4-[(3-Chloro-4-fluorophenyl)amino]-6-{[4-(N,N-dimethylamino)-1-oxo-2-buten-1-yl]amino}-7-((S)-tetrahydrofuran-3-yloxy)-quinazoline ClC=1C=C(C=CC1F)NC1=NC=NC2=CC(=C(C=C12)NC(C=CCN(C)C)=O)O[C@@H]1COCC1